CC=1C(=C(C(=O)NCC2=CC=C(C=C2)C(F)(F)F)C(=CC1)Cl)Cl methyl-(E)-2,6-dichloro-N-(4-trifluoromethylbenzyl)-benzamide